acenaphthoquinone dioxime C1(C(C2=CC=CC3=CC=CC1=C23)=NO)=NO